C(C1=CC=CC=C1)OC1=C(C=CC(=C1)C=1N=NN(N1)C)C(CBr)=O 1-(2-(benzyloxy)-4-(2-methyl-2H-tetrazol-5-yl)phenyl)-2-bromoethan-1-one